bromoquinoxalinone BrC=1C(NC2=CC=CC=C2N1)=O